ClC1=CC=C(C(=O)N=C2N(C(N(S2)CC2=CC=C(C=C2)Cl)=O)CCl)C=C1 4-chloro-N-{4-(chloromethyl)-2-[(4-chlorophenyl)methyl]-3-oxo-1,2,4-thiadiazolidin-5-ylidene}benzamide